benzoxaborininone O1BC(CC2=C1C=CC=C2)=O